4-(Cyclopropylmethyl)-9-phenethyl-1-oxa-4,9-diazaspiro[5.5]undecan C1(CC1)CN1CCOC2(C1)CCN(CC2)CCC2=CC=CC=C2